(3-cyano-5-fluorophenyl)-1,4-dimethylene-1,2,3,4-tetrahydro-2aH-cyclopenta[cd]inden-2a-yl acetate C(C)(=O)OC12C(C(C=3C=CC=C(C13)C(C2)=C)=C)C2=CC(=CC(=C2)F)C#N